C(C)(C)(C1=CC=CC=C1)C1=CC=C(C=C1)C(=O)[O-] p-cumyl-benzeneAt